FC=1C=C2C(C=C(N(C2=NC1)C)CO)=O 6-fluoro-2-(hydroxymethyl)-1-methyl-1,8-naphthyridin-4(1H)-one